[4-(2,3,6,7-Tetramethoxy-9H-carbazol-9-yl)butyl]phosphonic acid COC1=CC=2N(C3=CC(=C(C=C3C2C=C1OC)OC)OC)CCCCP(O)(O)=O